C(C)(C)(C)C1[C@](N(CC[C@@]1(C(=O)O)CC1=NC(=CC(=C1F)Cl)NC1=NN(C(=C1)C)C(C)(C)C)C(=O)O)(C)C(C)(C)C Di-tert-butyl-(2R,4R)-4-((6-((1-(tert-butyl)-5-methyl-1H-pyrazol-3-yl)amino)-4-chloro-3-fluoropyridin-2-yl)methyl)-2-methylpiperidine-1,4-dicarboxylic acid